tert-butyl 4-(4-(6-amino-2-fluoro-5-(1-oxo-1,2,3,4-tetrahydroisoquinolin-6-yl)pyridin-3-yl)-2-(trifluoromethyl)phenoxy)piperidine-1-carboxylate NC1=C(C=C(C(=N1)F)C1=CC(=C(OC2CCN(CC2)C(=O)OC(C)(C)C)C=C1)C(F)(F)F)C=1C=C2CCNC(C2=CC1)=O